(3-Chlorophenyl)-[3-[2-(3-fluorophenyl)ethynyl]-6,8-dihydro-5H-[1,2,4]triazolo[4,3-a]pyrazin-7-yl]methanone ClC=1C=C(C=CC1)C(=O)N1CC=2N(CC1)C(=NN2)C#CC2=CC(=CC=C2)F